FC=1C=C(C=CC1)C1=CC=C(C=2NC(=NC21)NC(=O)C=2C=NN(C2)C)OC N-[4-(3-fluorophenyl)-7-methoxy-1H-1,3-benzodiazol-2-yl]-1-methyl-1H-pyrazole-4-carboxamide